2-(4-methoxyphenyl)sulfinylethyl 2-[1-[(2,3-difluorophenyl)methyl]-5-oxopyrrolidin-2-yl]acetate FC1=C(C=CC=C1F)CN1C(CCC1=O)CC(=O)OCCS(=O)C1=CC=C(C=C1)OC